4-(6-fluoro-1,3-benzooxazol-2-yl)aniline FC1=CC2=C(N=C(O2)C2=CC=C(N)C=C2)C=C1